ClC=1C=NC=C(C1[C@@H](C)OC=1C=C2C(=NNC2=CC1)C=1C=NN(C1)C1CCNCC1)Cl 5-[(1R)-1-(3,5-dichloro-4-pyridyl)ethoxy]-3-[1-(4-piperidyl)pyrazol-4-yl]-1H-indazole